(2R,3R,4R,5R,6R)-2-(hydroxymethyl)-6-((5-(1-(thiazol-2-yl)piperidin-4-yl)isoxazol-3-yl)methyl)-4-(4-(3,4,5-trifluorophenyl)-1H-1,2,3-triazol-1-yl)tetrahydro-2H-pyran-3,5-diol OC[C@H]1O[C@@H]([C@@H]([C@H]([C@H]1O)N1N=NC(=C1)C1=CC(=C(C(=C1)F)F)F)O)CC1=NOC(=C1)C1CCN(CC1)C=1SC=CN1